ClC1=CC(=CC(=N1)N1CCN(CC1)S(=O)(=O)C=1C=C2CCNC2=CC1)C(F)(F)F 5-[4-[6-chloro-4-(trifluoromethyl)-2-pyridinyl]piperazin-1-yl]sulfonylindoline